C(C)(C)(C)C1N(CCN(C1)C(=O)C=1C=C2C(N(C(C2=CC1)=O)C1C(NC(CN1)=O)=O)=O)C(=O)O tert-Butyl-4-(2-(2,6-dioxopiperazin-3-yl)-1,3-dioxoisoindoline-5-carbonyl)piperazine-1-carboxylic acid